NCCN(CCC(C)O)C 4-((2-amino-ethyl)(methyl)amino)butan-2-ol